4-Cyano-N-[4-(3-cyano-2-methyl-phenyl)-5-(2,6-dimethyl-4-pyridyl)thiazol-2-yl]-4-methyl-piperidin-1-carboxamid C(#N)C1(CCN(CC1)C(=O)NC=1SC(=C(N1)C1=C(C(=CC=C1)C#N)C)C1=CC(=NC(=C1)C)C)C